CC1(C2CCC3(C(C(CCC13O)C)C2)C)C 2,2,6,8-tetramethyltricyclo[5.3.1.03,8]undecan-3-ol